N1(CCCC1)CCC1=CC=C(C=C)C=C1 4-(2-pyrrolidinylethyl)styrene